C(C)(C)(C)OC(=O)N1C2CN(CC1C2)C=2N=NC(=CC2)[Sn](CCCC)(CCCC)CCCC 3-(6-(tributylstannyl)pyridazin-3-yl)-3,6-diazabicyclo[3.1.1]heptane-6-carboxylic acid tert-butyl ester